Cl.N1=NC(=CC=C1)CC1=C(C(=CC=C1)N)N (pyridazin-3-ylmethyl)benzene-1,2-diamine hydrochloride